CN1N=CC(=CC1=O)B(O)O (1-Methyl-6-oxo-1,6-dihydropyridazin-4-yl)boronic acid